S1N=C(C2=C1C=CC=C2)N2CCN(CC2)CCCCOC2CN1C(CCC3=C(C=CC2=C13)Cl)=O (4-(4-(benzo[d]isothiazol-3-yl)piperazin-1-yl)butoxy)-7-chloro-5,6-dihydro-1H-pyrrolo[3,2,1-ij]quinolin-4(2H)-one